CN(CC(C)(O[Ga])C)C (1-dimethylamino-2-methyl-2-propoxy)gallium